N-((1S)-1-cyclohexyl-2-((2-((R)-4-(4-methylbenzyl)-2-oxoimidazolidin-1-yl)-2-(methylcarbamoyl)-2,3-dihydro-1H-inden-5-yl)amino)-2-oxoethyl)-1-methyl-1H-pyrazole-5-carboxamide C1(CCCCC1)[C@@H](C(=O)NC=1C=C2CC(CC2=CC1)(C(NC)=O)N1C(N[C@@H](C1)CC1=CC=C(C=C1)C)=O)NC(=O)C1=CC=NN1C